N,N-dioctylhydroxylamine C(CCCCCCC)N(O)CCCCCCCC